6-(1H-indazol-6-yl)-N-(3-methoxy-4-(4-methylpiperazin-1-yl)phenyl)-[1,2,4]triazolo[1,5-a]pyrazin-8-amine N1N=CC2=CC=C(C=C12)C=1N=C(C=2N(C1)N=CN2)NC2=CC(=C(C=C2)N2CCN(CC2)C)OC